2-(4-(((S)-3-(3-(3-cyclopropylpropoxy)-4-methoxyphenyl)-6-methyl-2-oxotetrahydropyrimidin-1(2H)-yl)methyl)-3-methoxyphenyl)-N-((S)-1-(2-fluoroethyl)pyrrolidin-3-yl)-N-methylacetamide C1(CC1)CCCOC=1C=C(C=CC1OC)N1C(N([C@H](CC1)C)CC1=C(C=C(C=C1)CC(=O)N(C)[C@@H]1CN(CC1)CCF)OC)=O